(3S)-3-(4-fluorophenyl)-2-((S)-2-methyloxolane-2-carbonyl)-1,2-oxazolidine FC1=CC=C(C=C1)[C@H]1N(OCC1)C(=O)[C@]1(OCCC1)C